N1C=CC2=CC(=CC=C12)CC(=O)N1CCC(CC1)N1C(NC2=C1C(=CC=C2)C(F)(F)F)=O 1-(1-(2-(1H-Indol-5-yl)acetyl)piperidin-4-yl)-7-(trifluoromethyl)-1,3-dihydro-2H-benzo[d]imidazol-2-one